NCC(=O)O.C(CCC)CON1CN(C=C1)C 1-butylmethoxy-3-methylimidazole glycinate